4-[3-chloro-6-fluoro-2-[2-(4-methylsulfonylphenyl)ethyl]phenyl]-5-hydroxy-2,6-dimethyl-pyridazin-3-one ClC=1C(=C(C(=CC1)F)C=1C(N(N=C(C1O)C)C)=O)CCC1=CC=C(C=C1)S(=O)(=O)C